4-((4-cyanophenyl)ethynyl)benzoic acid C(#N)C1=CC=C(C=C1)C#CC1=CC=C(C(=O)O)C=C1